3-methyl-4-(1-oxo-1,2-dihydroisoquinolin-5-yl)-N-(2-(trifluoromethyl)pyridin-4-yl)picolinamide CC=1C(=NC=CC1C1=C2C=CNC(C2=CC=C1)=O)C(=O)NC1=CC(=NC=C1)C(F)(F)F